5-(1-(adamantan-1-ylmethyl)-5-methyl-1H-pyrazol-4-yl)-1-(6-chloro-5-fluoropyridin-3-yl)-1H-pyrrolo[2,3-b]pyridine-4-carboxylic acid methyl ester COC(=O)C=1C2=C(N=CC1C=1C=NN(C1C)CC13CC4CC(CC(C1)C4)C3)N(C=C2)C=2C=NC(=C(C2)F)Cl